diboron nitrogen [N].[B].[B]